C(C(=O)O)(=O)[O-].C(C)[NH+](CC)CC mono-(triethylammonium) oxalate